1-(3-bromophenyl)but-3-en-2-one BrC=1C=C(C=CC1)CC(C=C)=O